7-bromo-1,2,3,4-tetrahydro-2-quinolinone BrC1=CC=C2CCC(NC2=C1)=O